C(C)(C)OC(CCC1=C(C=CC=C1)OCCCC#CC1=CC(=CC=C1)NS(=O)(=O)C1=CC=CC=C1)=O 3-(2-((5-(3-(benzenesulfonylamino)phenyl)pent-4-yn-1-yl)oxy)phenyl)propanoic acid isopropyl ester